3-methyl-3-(3-methyl-2-buten-1-oxy)-1-buten CC(C=C)(C)OCC=C(C)C